N-(6-chloro-2,2-dimethyl-4-oxo-1,2,3,4-tetrahydro-9H-carbazol-9-yl)acetamide ClC=1C=C2C=3C(CC(CC3N(C2=CC1)NC(C)=O)(C)C)=O